C(C1=CC=CC=C1)OC1=C(C(=NC(=C1)Cl)C)C1CNC(O1)=O 5-(4-Benzyloxy-6-chloro-2-methyl-3-pyridinyl)oxazolidin-2-one